ClC1=C(C(=C(C=C1OC)OC)Cl)C1=CC2=C(N=C(N=C2)N[C@@H]2COCC[C@@H]2NC(C=C)=O)C(=N1)NC N-((3S,4S)-3-((6-(2,6-dichloro-3,5-di-methoxyphenyl)-8-(methylamino)pyrido[3,4-d]pyrimidin-2-yl)amino)tetra-hydro-2H-pyran-4-yl)acrylamide